FC=1N=C(SC1CN1[C@H](C[C@H](C1)OC1=NC=CC(=C1)N(C)CCOC)C)NC(C)=O N-(4-fluoro-5-(((2S,4R)-4-((4-((2-methoxyethyl)(methyl)amino)pyridin-2-yl)oxy)-2-methylpyrrolidin-1-yl)methyl)thiazol-2-yl)acetamide